COC(C1=C(C=C(C=C1)CCN)Br)=O 4-(2-Aminoethyl)-2-bromobenzoic acid methyl ester